(R)-1-(4-((5-(1-(2,2-difluoroethyl)-1H-benzo[d][1,2,3]triazol-6-yl)-6-fluoro-4-methoxypyrrolo[2,1-f][1,2,4]triazin-2-yl)amino)-3,3-difluoropiperidin-1-yl)ethan-1-one-2,2,2-d3 FC(CN1N=NC2=C1C=C(C=C2)C=2C(=CN1N=C(N=C(C12)OC)N[C@H]1C(CN(CC1)C(C([2H])([2H])[2H])=O)(F)F)F)F